C[C@@H]1CN(C[C@H]2N1CC1=CC(=CC=C21)N2CCNCC2)C2=C1C=CC=NC1=C(C=C2)C#N 5-[(4R,10bS)-4-methyl-8-piperazin-1-yl-3,4,6,10b-tetrahydro-1H-pyrazino[2,1-a]isoindol-2-yl]quinoline-8-carbonitrile